C1N(CCC2=CC=CC=C12)CCC1OC(C2(C1)CCNCC2)=O 3-(2-(3,4-Dihydroisoquinolin-2(1H)-yl)ethyl)-2-oxa-8-azaspiro[4.5]decan-1-one